The molecule is a dTDP-4-acetamido-4,6-dideoxy-D-glucose(2-) in which the anomeric centre of the pyranose fragment has alpha-configuration. It is a conjugate base of a dTDP-4-acetamido-4,6-dideoxy-alpha-D-glucose. C[C@@H]1[C@H]([C@@H]([C@H]([C@H](O1)OP(=O)([O-])OP(=O)([O-])OC[C@@H]2[C@H](C[C@@H](O2)N3C=C(C(=O)NC3=O)C)O)O)O)NC(=O)C